3-methyl-2,3,7,8,9,10-hexahydro-1H-pyrido[3',4':4,5]pyrrolo[1,2,3-de]quinoxaline CN1CCN2C=3C(=CC=CC13)C1=C2CCNC1